6-(4-(4-(2-(2-Aminopyridin-3-yl)-3H-imidazo[4,5-b]pyridin-3-yl)benzyl)piperazine-1-carbonyl)pyrimidine-4-carbonitrile NC1=NC=CC=C1C1=NC=2C(=NC=CC2)N1C1=CC=C(CN2CCN(CC2)C(=O)C2=CC(=NC=N2)C#N)C=C1